2-(4,6-diphenyl-1,3,5-triazine-2-yl)5-hexyloxyphenol C1(=CC=CC=C1)C1=NC(=NC(=N1)C1=CC=CC=C1)C1=C(C=C(C=C1)OCCCCCC)O